FC(CN1N=CC=2C1=NC(=CN2)N2CCC1(CC(C1)NC=1C=NC=C(C1)C(F)(F)F)CC2)F 7-[1-(2,2-difluoroethyl)-1H-pyrazolo[3,4-b]pyrazin-6-yl]-N-[5-(trifluoromethyl)pyridin-3-yl]-7-azaspiro[3.5]nonan-2-amine